6-(2-oxa-6-azaspiro[3.3]hept-6-yl)-4-oxa-1-azatricyclo[7.3.1.05,13]tridecan-5(13),6,8,11-tetraen-10-one C1OCC12CN(C2)C=2C=1OCCN3C=CC(C(=CC2)C31)=O